C(CS)C(=O)O The molecule is a mercaptopropanoic acid that is propanoic acid carrying a sulfanyl group at position 3. It has a role as an algal metabolite. It is a conjugate acid of a 3-mercaptopropionate.